(4-iodo)-arginine IC(C[C@H](N)C(=O)O)CNC(N)=N